(1R,2S,5S)-3-[(2S)-3,3-dimethyl-2-[[2-(3-pyridyl)acetyl]amino]butanoyl]-6,6-dimethyl-3-azabicyclo[3.1.0]hexane-2-carboxylic acid CC([C@@H](C(=O)N1[C@@H]([C@H]2C([C@H]2C1)(C)C)C(=O)O)NC(CC=1C=NC=CC1)=O)(C)C